CN(CC(C)N)C N,N-dimethylpropane-1,2-diamine